OC(C)C1=CC(=CN2C1=NC(=CC2=O)N2CCCCC2)C 9-(1-hydroxyethyl)-7-methyl-2-(piperidin-1-yl)-4H-pyrido[1,2-a]pyrimidin-4-one